COC1CCC(CC1)C1OC2=C(C(=CC(=C2C(C1C)=C)C)O)CCC(C)C 2-(4-Methoxycyclohexyl)-3,5-dimethyl-8-(3-methylbutyl)-4-methylidene-2,3-dihydrochromen-7-ol